NCC(C)(CN)CN 1,1,1-tris(aminomethyl)ethane